(2S)-2-amino-N-[2-fluoro-4-(hydroxymethyl)phenyl]propanamide N[C@H](C(=O)NC1=C(C=C(C=C1)CO)F)C